Dibromo Dipropanesulfonate C(CC)S(=O)(=O)OBr.C(CC)S(=O)(=O)OBr